OC1=C(C(=O)C2=CC=CC=C2)C=C(C(=C1)OC)OS(=O)(=O)O 2-hydroxy-4-methoxy-5-sulfoxybenzophenone